5-((3,4-dichlorobenzyl)amino)-1-(2-((1,1-dioxidotetrahydro-2H-thiopyran-4-yl)oxy)ethyl)-1H-pyrazolo[4,3-d]pyrimidin-7(6H)-one ClC=1C=C(CNC=2NC(C3=C(N2)C=NN3CCOC3CCS(CC3)(=O)=O)=O)C=CC1Cl